3,5-difluoro-4-iodoaniline FC=1C=C(N)C=C(C1I)F